histamineselon NCC(C1=CNC=N1)=[Se]